C(#N)C1=C(C=CC=C1)SC=1C=2N(C=C(C1)C=1C=NC(=CC1)N(C1CNCCC1)C)N=CC2C#N 4-((2-cyanophenyl)thio)-6-(6-(methyl(piperidin-3-yl)amino)pyridin-3-yl)pyrazolo[1,5-a]pyridine-3-carbonitrile